C1(CC1)CNC(=O)C(=O)NC1COCCC1O (cyclopropylmethyl)-N'-(4-hydroxytetrahydropyran-3-yl)oxamide